C(CCC)(=O)OC1=CC=C(C=C1)[N+](=O)[O-] 4-nitrophenyl butyrate